CN(S(=O)(=O)C=1C(=CC(=C(C(=O)O)C1)OC1CCNCC1)NCCCCCCCC(F)(F)F)C 5-(dimethylsulfamoyl)-2-(4-piperidyloxy)-4-(8,8,8-trifluorooctylamino)benzoic acid